benzylidene(1,3-dicarboxy-2,3-dihydrobenzimidazol-2-ylidene)(tricyclohexylphosphine) ruthenium dichloride [Ru](Cl)Cl.C(C1=CC=CC=C1)=C1C(C(CCC1)P(C1CCCCC1)C1CCCCC1)=C1N(C2=C(N1C(=O)O)C=CC=C2)C(=O)O